(E)-3-(2-amino-1,3-thiazol-4-yl)acrylic acid NC=1SC=C(N1)/C=C/C(=O)O